9-(tert-butyl) 3-ethyl 5-[(4-fluorophenyl)methoxy]-4-(methoxymethyl)pyrido[3,4-b]indole-3,9-dicarboxylate FC1=CC=C(C=C1)COC1=C2C3=C(N(C2=CC=C1)C(=O)OC(C)(C)C)C=NC(=C3COC)C(=O)OCC